CN(C)C(C(=O)O)=C.CN(C)CCOC(C=C)=O.OC1=NC=CC=C1C1=NC=NC=C1 4-(2-hydroxypyridin-3-yl)pyrimidin dimethylaminoethyl-acrylate (dimethylaminoacrylate)